(2R,3S)-3-((2-(6-chloro-3-methoxyquinolin-8-yl)-5-fluorobenzo[d]thiazol-6-yl)oxy)butan-2-yl (5-methoxypyridin-3-yl)carbamate COC=1C=C(C=NC1)NC(O[C@H](C)[C@H](C)OC1=CC2=C(N=C(S2)C=2C=C(C=C3C=C(C=NC23)OC)Cl)C=C1F)=O